6-(2-hydroxy-2-methylpropoxy)-2-methoxy-4-(6-(6-((6-methoxypyridin-3-yl)methyl)-3,6-diazabicyclo[3.1.1]Heptane-3-yl)pyridin-3-yl)pyrazolo[1,5-a]Pyridine-3-carbonitrile OC(COC=1C=C(C=2N(C1)N=C(C2C#N)OC)C=2C=NC(=CC2)N2CC1N(C(C2)C1)CC=1C=NC(=CC1)OC)(C)C